FC=1C=C(C=CC1)N1N=C(C=C(C1=O)C(=O)N[C@@H]1CS(C[C@@H]1O)(=O)=O)C1=CC=C(C=C1)C(F)(F)F 2-(3-fluorophenyl)-N-[(cis)-4-hydroxy-1,1-dioxidotetrahydro-thiophen-3-yl]-3-oxo-6-[4-(trifluoromethyl)phenyl]-2,3-dihydropyridazine-4-carboxamide